[1-(thiazol-4-ylmethyl)-4-piperidinyl]methylamine S1C=NC(=C1)CN1CCC(CC1)CN